C(C)(C)(C)OC(N(C(CC=C)C1=CC=CC=C1)CC=C)=O.C(C)(C)(C)P(=O)(C(C)(C)C)C=1C(=NC=CC1)P(=O)(C(C)(C)C)C(C)(C)C bis(di-t-butylphosphoryl)pyridine tert-Butyl-N-allyl-N-(1-phenyl-but-3-enyl)carbamate